(S)-2-(1-amino-1,3-dihydrospiro[indene-2,4'-piperidine]-1'-yl)-6-methylpyrimidine-4-carbonitrile N[C@@H]1C2=CC=CC=C2CC12CCN(CC2)C2=NC(=CC(=N2)C#N)C